C1(CC1)[C@H](C=1C=CC2=C(NC(=N2)[C@H](COC(C)(C(C)(F)F)C)NC(=O)C2=CC=NN2C(C)C)C1)NC(CC1CC(C1)(F)F)=O |o1:12| N-((R*)-1-(6-((R)-Cyclopropyl(2-(3,3-difluorocyclobutyl)acetamido)methyl)-1H-benzo[d]imidazol-2-yl)-2-((3,3-difluoro-2-methylbutan-2-yl)oxy)ethyl)-1-isopropyl-1H-pyrazole-5-carboxamide